5-methyl-1,3-dioxolan-2-one CC1COC(O1)=O